4,7-dichloro-2-(1-chloroethyl)-1-((2-(trimethylsilyl)ethoxy)methyl)-1H-pyrrolo[2,3-c]pyridine ClC1=C2C(=C(N=C1)Cl)N(C(=C2)C(C)Cl)COCC[Si](C)(C)C